8-((3S,5S)-3,5-dimethylpiperazin-1-yl)-4-(5-methyl-1,3,4-oxadiazol-2-yl)-N-(1-methylcyclopropyl)-2-(trifluoromethyl)quinazoline-6-sulfonamide C[C@H]1CN(C[C@@H](N1)C)C=1C=C(C=C2C(=NC(=NC12)C(F)(F)F)C=1OC(=NN1)C)S(=O)(=O)NC1(CC1)C